tert-butyl (2S,3S)-3-amino-2-({[1,1'-biphenyl]-3-yl}methyl)-3-(hydroxymethyl)piperidine-1-carboxylate N[C@@]1([C@@H](N(CCC1)C(=O)OC(C)(C)C)CC=1C=C(C=CC1)C1=CC=CC=C1)CO